FC1=CC=C(C=C1)C(C(C)(C)C)N1N=CC(=C1)C1=NC(=NC=C1)C1=CC=2N(C=C1)N=C(N2)N 7-(4-(1-(1-(4-fluorophenyl)-2,2-dimethylpropyl)-1H-pyrazol-4-yl)pyrimidin-2-yl)-[1,2,4]triazolo[1,5-a]pyridin-2-amine